FC(CN1N=C2C(=C1)CC(C2)CO)(F)F (2-(2,2,2-trifluoroethyl)-2,4,5,6-tetrahydrocyclopenta[c]pyrazol-5-yl)methanol